C(C)(C)(C)[Si](C)(C)OCC1=C(C2=C(C=CS2)C=C1)F tert-butyl[(7-fluoro-1-benzothiophen-6-yl)methoxy]dimethylsilane